N5-((1r,4r)-4-Hydroxycyclohexyl)-N3-methyl-1-(1-(1-tosyl-1H-indol-4-yl)ethyl)-1H-pyrazole-3,5-dicarboxamide OC1CCC(CC1)NC(=O)C1=CC(=NN1C(C)C1=C2C=CN(C2=CC=C1)S(=O)(=O)C1=CC=C(C)C=C1)C(=O)NC